FC1=CC=C(C=C1)N1N=CC2=CC(=C(C=C12)C)C1(CNCC1)CB1OC(C(O1)(C)C)(C)C 1-(4-fluorophenyl)-6-methyl-5-(3-((4,4,5,5-tetramethyl-1,3,2-dioxaborolan-2-yl)methyl)pyrrolidin-3-yl)-1H-indazole